rac-(5R,7S)-5-methyl-6,7-dihydro-5H-cyclopenta[b]pyridin-7-ol C[C@@H]1C[C@@H](C2=NC=CC=C21)O |r|